(cis)-4-(4-bromo-2-oxo-2,3-dihydro-1H-1,3-benzodiazol-1-yl)-N-(1-methyl-1H-pyrazol-4-yl)cyclohexane-1-carboxamide BrC1=CC=CC=2N(C(NC21)=O)[C@H]2CC[C@H](CC2)C(=O)NC=2C=NN(C2)C